dimethyl-(3-dimethylaminopropyl)indium C[In](CCCN(C)C)C